FC1=CC=C2C=CC=C(C2=C1F)OS(=O)(=O)C(F)(F)F (7,8-difluoro-1-naphthyl)trifluoromethanesulfonate